NC1=NN2C(C=C(C=C2)C=2C(=C(C(=O)NC[C@]([C@H](O)C3=CC=C(C=C3)F)(C)F)C(=CC2)C)F)=N1 3-(2-amino-[1,2,4]triazolo[1,5-a]pyridin-7-yl)-2-fluoro-N-((2S,3R)-2-fluoro-3-(4-fluorophenyl)-3-hydroxy-2-methylpropyl)-6-methylbenzamide